C(C)(C)C1OC2=C(NC1=O)C=C(C=C2C=2C1=C(C(N(C2)C)=O)NC=C1)C#N 2-isopropyl-8-(6-methyl-7-oxo-6,7-dihydro-1H-pyrrolo[2,3-c]pyridin-4-yl)-3-oxo-3,4-dihydro-2H-1,4-benzoxazine-6-carbonitrile